CN1C2=CC=CC=C2C=2C=C(N=CC12)\C=N\NC=1C(N=C2C=CC=CC12)=O ((E)-(9-methyl-β-carbolin-3-yl)methylenehydrazino)indol-2-one